sodium potassium 2-(sec-butyl)-2-methylmalonate C(C)(CC)C(C(=O)[O-])(C(=O)[O-])C.[K+].[Na+]